C(C1=CC=CC=C1)OC=1C=C2CCN(C(C2=CC1)=O)CCOC 6-(benzyloxy)-2-(2-methoxyethyl)-3,4-dihydroisoquinolin-1(2H)-one